C1(CC=CCC1)CC[Si](Cl)(Cl)Cl 2-(3-cyclohexenyl)ethyltrichlorosilane